C[Si](C)(C)C#CCl trimethylsilyl-ethynyl chloride